5-(2,5-dihydroxy-3-(4-hydroxy-3-sulfophenylaminocarbonyl)benzamido)-2-hydroxybenzenesulfonic acid OC1=C(C(=O)NC=2C=CC(=C(C2)S(=O)(=O)O)O)C=C(C=C1C(=O)NC1=CC(=C(C=C1)O)S(=O)(=O)O)O